sodium hypochlorite salt Cl[O-].[Na+]